NC1=CC(=C(CC=2C=CC(N(N2)C(C)C)=O)C(=C1)Cl)Cl 6-(4-Amino-2,6-dichlorobenzyl)-2-isopropylpyridazin-3(2H)-one